Methyl-lambda6-Sulfane C[SH5]